C[C@H]1CCC(N(C1)C(=O)OC(C)(C)C)C=1C=CC2=C(N=C(S2)C2CCOCC2)C1 tert-butyl (5S)-5-methyl-2-(2-tetrahydropyran-4-yl-1,3-benzothiazol-5-yl)piperidine-1-carboxylate